7-methoxy-2,3,4,5-tetrahydro-1H-benzo[c]azepin-1-one COC1=CC2=C(C(NCCC2)=O)C=C1